FC=1C=CC(=NC1)C1=NN(C=C1C1=C2C(=NC=C1)NC=C2C#N)C 4-[3-(5-fluoro-2-pyridinyl)-1-methyl-pyrazol-4-yl]-1H-pyrrolo[2,3-b]pyridine-3-carbonitrile